5-methyl-6-(2-methylpyrimidin-5-yl)-2-(tetrahydro-2H-pyran-4-yl)pyridin-3-amine CC=1C=C(C(=NC1C=1C=NC(=NC1)C)C1CCOCC1)N